OCC=1NC=2N(C(N(C(C2N1)=O)C)=O)C 8-(hydroxymethyl)-1,3-dimethyl-1H-purine-2,6(3H,9H)-dione